1-(3-(methoxymethyl)-5-((5-methyl-2-(1-methyl-1H-imidazol-2-yl)-6-(1-methyl-1H-pyrazol-3-yl)pyrrolo[2,1-f][1,2,4]triazin-4-yl)amino)-1H-pyrazol-1-yl)propan-1-one COCC1=NN(C(=C1)NC1=NC(=NN2C1=C(C(=C2)C2=NN(C=C2)C)C)C=2N(C=CN2)C)C(CC)=O